The molecule is an L-alpha-amino acid zwitterion obtained from L-selenohomocysteine by transfer of a proton from the carboxy group to the amino group. It is the major species at pH 7.3. It is a tautomer of a L-selenohomocysteine. C(C[Se])[C@@H](C(=O)[O-])[NH3+]